4-fluoro-N-((1R,2R)-2-methyl-1-((6aS,7aR)-5-(2-methyl-pyrimidin-4-yl)-6,6a,7,7a-tetra-hydro-5H-cyclopropa[c][1,5]naphthyridin-2-yl)cyclopropyl)-benzamide FC1=CC=C(C(=O)N[C@]2([C@@H](C2)C)C=2N=C3[C@H]4[C@@H](CN(C3=CC2)C2=NC(=NC=C2)C)C4)C=C1